Pyridine-1-carboxylic acid sodium salt [Na+].N1(CC=CC=C1)C(=O)[O-]